C(=O)O.N[C@H](C(=O)NCCNC(C1=C(C=C(C=C1)NC=1C=2N(C=CN1)C(=CN2)C2=C(C(=C(C=C2)OC)F)Cl)CC)=O)CCCNC(=N)N N-[2-[[(2S)-2-amino-5-guanidino-pentanoyl]amino]ethyl]-4-[[3-(2-chloro-3-fluoro-4-methoxy-phenyl)imidazo[1,2-a]pyrazin-8-yl]amino]-2-ethyl-benzamide formate